5-Amino-N-(3-chloro-4-fluorophenyl)-3-(5-hydroxy-5-(1-((2-(trimethylsilyl)-ethoxy)methyl)-1H-pyrazol-4-yl)octahydropentalen-2-yl)-1-methyl-1H-pyrazole-4-carboxamide NC1=C(C(=NN1C)C1CC2CC(CC2C1)(C=1C=NN(C1)COCC[Si](C)(C)C)O)C(=O)NC1=CC(=C(C=C1)F)Cl